FC(S(=O)(=O)OC1=NC(=CC(=C1)C(C)=O)Cl)(F)F 4-acetyl-6-chloropyridin-2-yl trifluoromethanesulfonate